methyl (2R)-2-azido-3-methylbutanoate N(=[N+]=[N-])[C@@H](C(=O)OC)C(C)C